(7R)-N-(7-chloro-6-(1-((3S,4S)-4-hydroxy-3-methyltetrahydrofuran-3-yl)piperidin-4-yl)isoquinolin-3-yl)-5-oxaspiro[3.5]nonane-7-carboxamide ClC1=C(C=C2C=C(N=CC2=C1)NC(=O)[C@H]1COC2(CCC2)CC1)C1CCN(CC1)[C@]1(COC[C@H]1O)C